(1,4-Diazepan-1-yl)-4-ethoxy-N-{8-fluoro-2-methylimidazo[1,2-a]pyridin-6-yl}pyrimidine-5-carboxamide N1(CCNCCC1)C1=NC=C(C(=N1)OCC)C(=O)NC=1C=C(C=2N(C1)C=C(N2)C)F